4-(Tert-butyl)-2-methoxybenzenesulfonyl Chloride C(C)(C)(C)C1=CC(=C(C=C1)S(=O)(=O)Cl)OC